tert-butyl 2-cyano-3-(3-(1-methyl-1H-pyrazol-4-yl)isoquinolin-8-yl)-1-(tetrahydro-2H-pyran-4-yl)-6,7-dihydro-1H-pyrrolo[3,2-c]pyridine-5(4H)-carboxylate C(#N)C1=C(C=2CN(CCC2N1C1CCOCC1)C(=O)OC(C)(C)C)C=1C=CC=C2C=C(N=CC12)C=1C=NN(C1)C